1-hydroxyethyl-2,3-dimethyl-imidazole hexafluorophosphate F[P-](F)(F)(F)(F)F.OC(C)C=1N(C(=NC1)C)C